4-(7-fluoroimidazo[1,2-a]pyridin-3-yl)-1-oxoisoindoline-2-carboxylate FC1=CC=2N(C=C1)C(=CN2)C2=C1CN(C(C1=CC=C2)=O)C(=O)[O-]